COC1=CC=CC(=N1)C(C)N 1-(6-methoxypyridin-2-yl)ethylamine